NCC=1C=C(C=CC1)C=1CN(N(C1C=1C=C2N=CC=NC2=CC1)C)C 4-(3-(aminomethyl)phenyl)-1,2-dimethyl-5-(quinoxalin-6-yl)-1H-pyrazol